3-ethylbenzothiazoline-6-sulfonic acid diammonium salt [NH4+].[NH4+].C(C)N1CSC2=C1C=CC(=C2)S(=O)(=O)[O-].C(C)N2CSC1=C2C=CC(=C1)S(=O)(=O)[O-]